2-(4-(2-(benzyloxy)ethyl)piperazin-1-yl)butanamide C(C1=CC=CC=C1)OCCN1CCN(CC1)C(C(=O)N)CC